C(O)C=1C(NN=NC1)=O methyloltriazinone